tert-butyl-3-oxa-7,9-di-azabicyclo[3.3.1]nonane-9-carboxylate C(C)(C)(C)OC(=O)N1C2COCC1CNC2